4-(((6,7-dimethoxyquinazolin-4-yl)amino)methyl)-3,5-difluorophenylboronic acid hydrochloride Cl.COC=1C=C2C(=NC=NC2=CC1OC)NCC1=C(C=C(C=C1F)B(O)O)F